10-(5-(3-oxa-7-azabicyclo[3.3.1]nonan-7-yl)pentyl)-3,7-dibromo-8-methyl-10H-benzo[b]pyrido[2,3-e][1,4]oxazine C12COCC(CN(C1)CCCCCN1C3=C(OC4=C1N=CC(=C4)Br)C=C(C(=C3)C)Br)C2